BrC1=C(C=C(C=C1)N1CC2(COC2)C1)F 6-(4-bromo-3-fluorophenyl)-2-oxa-6-azaspiro[3.3]heptane